(S)-quinuclidin-3-yl ((R)-5-(4-ethoxyphenyl)-2,2,6-trimethyl-2,3-dihydro-1H-inden-1-yl)carbamate C(C)OC1=CC=C(C=C1)C=1C=C2CC([C@H](C2=CC1C)NC(O[C@@H]1CN2CCC1CC2)=O)(C)C